allyl-4-bromo-2-chloroaniline C(C=C)NC1=C(C=C(C=C1)Br)Cl